tert-butyl (S)-4-(6-chloropyridin-2-yl)-3-methylpiperazin-1-carboxylate ClC1=CC=CC(=N1)N1[C@H](CN(CC1)C(=O)OC(C)(C)C)C